OC(CC=CC=CC=CC=CC=O)CC(CC(CC(CC(CC(CC(CC(C)O)O)O)O)O)O)O 11,13,15,17,19,21,23,25-octahydroxyhexacosa-2,4,6,8-tetraenal